[5-[5-[(1R)-1-(3,5-dichloro-4-pyridinyl)ethoxy]-1H-indazol-3-yl]-3-fluoro-2-pyridinyl]-1-methyl-1,4,9-triazaspiro[5.5]undecan-5-one ClC=1C=NC=C(C1[C@@H](C)OC=1C=C2C(=NNC2=CC1)C=1C=C(C(=NC1)C1N(C2(C(NC1)=O)CCNCC2)C)F)Cl